C(C1=CC=CC=C1)OC(=O)N1CCN(CC1)CCC1CCN(CC1)C 4-[2-(1-methylpiperidin-4-yl)ethyl]Piperazine-1-carboxylic acid benzyl ester